NC1=NC=NC=2N(C3=CC=CC(=C3C21)F)CC(=O)O 2-(4-amino-5-fluoro-9H-pyrimido[4,5-b]indol-9-yl)acetic acid